O1CCC(CC1)CC1=NC2=CC=CC=C2C=C1 2-[(oxan-4-yl)methyl]quinolin